BrC1=CN(C2=NC=C(C(=C21)N[C@H]2C[C@@H](CC2)NC(OC)=O)CN2C(C1=CC=CC=C1C2=O)=O)COCC[Si](C)(C)C methyl ((1R,3R)-3-((3-bromo-5-((1,3-dioxoisoindolin-2-yl)methyl)-1-((2-(trimethylsilyl)ethoxy)methyl)-1H-pyrrolo[2,3-b]pyridin-4-yl)amino)cyclopentyl)carbamate